C(C)(C)(C)C1=CC(=NC=C1)C1=NC=CC(=C1)C(C)(C)C 4,4'-di-tert-butyl-(2,2)-bipyridine